tert-butyl ((1S)-2-((5-(1-(5-chloro-2-carbonylpyridin-1(2H)-yl)-2-(3,3-difluoroazetidine-1-yl)ethyl)thiazol-2-yl)amino)-1-((1r,4S)-4-methylcyclohexyl)-2-carbonylethyl)carbamate ClC=1C=CC(N(C1)C(CN1CC(C1)(F)F)C1=CN=C(S1)NC([C@H](C1CCC(CC1)C)NC(OC(C)(C)C)=O)=C=O)=C=O